4-hydroxy-N-methylpiperidine-1-carboxamide OC1CCN(CC1)C(=O)NC